CC1(C(NC(CC1)=O)=O)N1CC2=CC=C(C=C2C1=O)C1CCN(CC1)C(=O)OC(C)(C)C tert-butyl 4-[2-(3-methyl-2,6-dioxo-3-piperidyl)-3-oxo-isoindolin-5-yl]piperidine-1-carboxylate